(R)-2-(4-((1-(3-(difluoromethyl)-2-fluorophenyl)ethyl)amino)-7-methoxy-2-methylquinolin-6-yl)piperazin-1-ol diformate C(=O)O.C(=O)O.FC(C=1C(=C(C=CC1)C(C)NC1=CC(=NC2=CC(=C(C=C12)[C@H]1N(CCNC1)O)OC)C)F)F